CC1=CC=C(CC1)C(C)C 1-methyl-4-prop-2-ylcyclohex-1,3-diene